2,4,6-trimethylbenzene-1-sulfonyl chloride CC1=C(C(=CC(=C1)C)C)S(=O)(=O)Cl